CN(C(CCN)CCCCCCCCCCCC)C N,N-dimethyl-dodecyl-1,3-propanediamine